ClC(C=1C=C(N(N1)C=1C=NC(=C(C1)F)Cl)CC=1SC(=NN1)C)(F)F 2-[[5-[chloro(difluoro)methyl]-2-(6-chloro-5-fluoro-3-pyridyl)pyrazol-3-yl]methyl]-5-methyl-1,3,4-thiadiazole